BrC=1C=C(C=CC1)P(CC(C)(C)C)(CC(C)(C)C)=O 3-bromophenyl-(dineopentyl)phosphine oxide